FC=1C=C(C=CC1)C1=CNC2=NC=C(C=C21)C=2C(=NN(C2)C2CN(CC2)C)OC 3-(3-fluorophenyl)-5-(3-methoxy-1-(1-methyl-pyrrolidin-3-yl)-1H-pyrazol-4-yl)-1H-pyrrolo[2,3-b]pyridine